6-(((Tert-Butyldimethylsilyl)oxy)methyl)-2-chlorothieno[3,2-d]pyrimidine [Si](C)(C)(C(C)(C)C)OCC1=CC=2N=C(N=CC2S1)Cl